NCC(C(OCCOCCOCCNC(OC(C)(C)C)=O)C)F Tert-Butyl N-[2-[2-[2-(3-amino-2-fluoro-1-methyl-propoxy)ethoxy]ethoxy]ethyl]carbamate